C(C)(C)(C)OC(=O)N1CC(CC1)N(C1=C(C=C(C=C1C)C)C)C=1C=C2N(CCC3=CC(=C(C=C23)OC)OC)C(N1)=O 3-({9,10-Dimethoxy-4-oxo-6H,7H-pyrimido[4,3-a]isoquinolin-2-yl}(2,4,6-trimethylphenyl)amino)pyrrolidine-1-carboxylic acid tert-butyl ester